(3-bromopyrazin-2-yl)(4-(trifluoromethyl)phenyl)methanol tert-butyl-(1R,3s,5S)-8-azaspiro[bicyclo[3.2.1]octane-3,2'-oxirane]-8-carboxylate C(C)(C)(C)C1C2(O1)C[C@H]1CC[C@@H](C2)N1C(=O)OC(C1=CC=C(C=C1)C(F)(F)F)C1=NC=CN=C1Br